C(C)(C)(C)OC(=O)N[C@@]12CN(CC=C[C@H]2C1)C(=O)OC(C)(C)C |o1:8,14| rel-tert-butyl (1S,7R)-1-((tert-butoxycarbonyl)amino)-3-azabicyclo[5.1.0]oct-5-ene-3-carboxylate